5-(2-Isopropyl-4-methoxy-5-methyl-phenoxy)-pyrimidine-2,4-diamine C(C)(C)C1=C(OC=2C(=NC(=NC2)N)N)C=C(C(=C1)OC)C